5-chloro-N-(2,4-difluoro-3-[1-[2-(oxan-2-yl)pyrazol-3-yl]imidazo[1,5-a]pyridin-6-yl]phenyl)-2-methoxypyridine-3-sulfonamide ClC=1C=C(C(=NC1)OC)S(=O)(=O)NC1=C(C(=C(C=C1)F)C=1C=CC=2N(C1)C=NC2C=2N(N=CC2)C2OCCCC2)F